C(C)C=C=O ethylketene